1,4-dibromo-2-heptyl-5-(2-(2-methoxyethoxy)ethoxy)benzene BrC1=C(C=C(C(=C1)OCCOCCOC)Br)CCCCCCC